CN1N=C2C=CC=C(C2=C1)C1=NN(C2=C(C=CC=C12)C)C=1C=CC(=NC1)N1CCC2(C(N(C(N2C)=O)C)=O)CC1 8-(5-{2',7-dimethyl-1H,2'H-[3,4'-biindazol]-1-yl}pyridin-2-yl)-1,3-dimethyl-1,3,8-triazaspiro[4.5]decane-2,4-dione